(Z)-N-hydroxy-6-(4-(2-methoxybenzylidene)-2,5-dioxoimidazolidin-1-yl)hexanamide ONC(CCCCCN1C(N\C(\C1=O)=C/C1=C(C=CC=C1)OC)=O)=O